BrC=1C=C(C=CC1)C=1C=NN(C1)COCC[Si](C)(C)C 4-(3-bromophenyl)-1-((2-(trimethylsilyl)ethoxy)methyl)-1H-pyrazole